[Na+].C(CCCCC)S(=O)(=O)[O-] hexanesulfonic acid sodium salt